6-({[(1R,2R)-2-hydroxycyclopentyl]amino}methyl)-4-(trifluoromethyl)-2,3-dihydro-isoindol-1-one O[C@H]1[C@@H](CCC1)NCC1=CC(=C2CNC(C2=C1)=O)C(F)(F)F